N-(4-Methoxyphenyl)-4-(5-methyl-1-phenyl-3,4-dihydro-1H-isoquinolin-2-yl)-4-oxobutyric acid amide COC1=CC=C(C=C1)NC(CCC(=O)N1C(C2=CC=CC(=C2CC1)C)C1=CC=CC=C1)=O